(3R,4R,5S)-4-acetylamino-5-((2-methyl-[1,1'-biphenyl]-3-yl)methyl)amino-3-(pentan-3-oxy)cyclohex-1-ene-1-carboxylic acid C(C)(=O)N[C@H]1[C@@H](C=C(C[C@@H]1NCC=1C(=C(C=CC1)C1=CC=CC=C1)C)C(=O)O)OC(CC)CC